tert-butyl 5-fluoro-3,6-dihydropyridine-1(2H)-carboxylate FC1=CCCN(C1)C(=O)OC(C)(C)C